(S*)-N-(3-Cyano-2,4-difluorophenyl)-11,11-difluoro-8-(hydroxymethyl)-3,4,8,9,10,11-hexahydro-1H-pyrido[4',3':3,4]pyrazolo[1,5-a]azepine-2(7H)-carboxamide C(#N)C=1C(=C(C=CC1F)NC(=O)N1CC=2C(=NN3C2C(CC[C@@H](C3)CO)(F)F)CC1)F |o1:22|